1-(2-((2-((3-chloro-2-fluorobenzyl)amino)-2-oxoethyl)(3-fluoropropyl)amino)-2-oxoethyl)-1H-indazole-3-carboxamide ClC=1C(=C(CNC(CN(C(CN2N=C(C3=CC=CC=C23)C(=O)N)=O)CCCF)=O)C=CC1)F